N(=NC(C#N)(C)C)C(C#N)(C)C azobis-isobutyronitrile